C[C@@]12CC[C@@]3([C@@H]([C@@H]1CC(CC2)(C)C)CC[C@H]4[C@]3(CC[C@@H]5[C@@]4(CCCC5(C)C)C)C)C OLEANANE